FC(C=1C=C(C=CC1)NC(OCCSC1=CC=C(C2=NON=C21)[N+](=O)[O-])=O)(F)F 2-((7-nitrobenzo[c][1,2,5]oxadiazol-4-yl)thio)ethyl (3-(trifluoromethyl)phenyl)carbamate